O=C(CNS(=O)(=O)C1=CC=NC=C1)C1=CC=C(C=C1)C1=NOC(=N1)C(F)(F)F N-(2-oxo-2-(4-(5-(trifluoromethyl)-1,2,4-oxadiazol-3-yl)phenyl)ethyl)pyridine-4-sulfonamide